ClC1=C(C=2OCC3N(C2N=C1)CCN(C3)S(=O)(=O)CCOCC3NCC3)C 2-((2-((3-chloro-4-methyl-6a,7,9,10-tetrahydropyrazino[1,2-d]pyrido[3,2-b][1,4]oxazin-8(6H)-yl)sulfonyl)ethoxy)methyl)azetidin